FC=1C=NC=2OC(C3C4CCC(CN3C3=NC(=C(C1C32)[C@@H](C)O)C)N4C(=O)[O-])C 14-fluoro-9,17-dimethyl-16-[(1R)-1-hydroxyethyl]-10-oxa-2,12,18,20-tetrazapentacyclo[9.7.1.14,7.02,8.015,19]icosa-1(18),11(19),12,14,16-pentaene-20-carboxylate